4-[5-[(1R)-2-amino-1-fluoroethyl]pyridin-2-yl]-3-(2-methyl-5-pyridin-2-ylpyrazol-3-yl)oxybenzonitrile NC[C@H](F)C=1C=CC(=NC1)C1=C(C=C(C#N)C=C1)OC=1N(N=C(C1)C1=NC=CC=C1)C